N1-(2-fluoro-6-(piperidin-1-yl)phenyl)-N4,N4-dimethylbenzene-1,4-disulfonamide FC1=C(C(=CC=C1)N1CCCCC1)NS(=O)(=O)C1=CC=C(C=C1)S(=O)(=O)N(C)C